4-[5-[2-(5-Hydroxypyridin-3-yl)ethynyl]pyridine-3-carbonyl]piperazin OC=1C=C(C=NC1)C#CC=1C=C(C=NC1)C(=O)N1CCNCC1